1-(2-(2-methoxyphenyl)-2-((tetrahydro-2H-pyran-4-yl)oxy)ethyl)-5-methyl-6-(oxazol-2-yl)-2,4-dioxo-1,4-dihydrothieno[2,3-d]pyrimidin COC1=C(C=CC=C1)C(CN1C(NC(C2=C1SC(=C2C)C=2OC=CN2)=O)=O)OC2CCOCC2